tert-butyl 3-[3-[(2R,5S)-5-methyl-2-piperidyl]phenyl]piperidine-1-carboxylate C[C@H]1CC[C@@H](NC1)C=1C=C(C=CC1)C1CN(CCC1)C(=O)OC(C)(C)C